FC1=CC=C(C=C1)C1=NOC(=C1COC1=NC=2CCN(CC2C=C1)C(=O)NC1COCC1)C 2-{[3-(4-fluorophenyl)-5-methyl-1,2-oxazol-4-yl]methoxy}-N-(oxolane-3-yl)-5,6,7,8-tetrahydro-1,6-naphthyridine-6-carboxamide